(S)-2-(((S)-1-(3,4-dimethoxyphenyl)ethyl)amino)-5,5-dimethylhexanoic acid compound with methanesulfonic acid CS(=O)(=O)O.COC=1C=C(C=CC1OC)[C@H](C)N[C@H](C(=O)O)CCC(C)(C)C